O1C(=CC2=C1C=CC=C2)C(=O)N[C@H](C(=O)NC=2C(N(C=CC2)CC(=O)NC2C1CC3CC(CC2C3)C1)=O)CCC(C(=O)NC)=O (S)-2-(Benzofuran-2-carboxamido)-N1-(1-(2-(2-adamantylamino)-2-oxoethyl)-2-oxo-1,2-dihydropyridin-3-yl)-N6-methyl-5-oxohexandiamid